C(C)OC(=O)C1=CC2=C(N=C(N=C2SC)C2=CC=CC=C2)S1 4-(methylthio)-2-phenylthieno[2,3-d]pyrimidine-6-carboxylic acid ethyl ester